3-(butyldimethylsilyl)-9-hydroxymethyl-6,6-dimethyl-6H-dibenzo[b,d]pyran-1-ol C(CCC)[Si](C=1C=C(C2=C(OC(C3=C2C=C(C=C3)CO)(C)C)C1)O)(C)C